3-(6-t-butoxyhexyl)-1H-indene C(C)(C)(C)OCCCCCCC1=CCC2=CC=CC=C12